6-(2-Chloro-3-methoxyphenyl)-5,7-dimethyl-2-(5-methylpyrimidin-2-yl)-2,6-dihydro-1H-pyrrolo[3,4-d]pyridazin-1-one ClC1=C(C=CC=C1OC)N1C(=C2C(N(N=CC2=C1C)C1=NC=C(C=N1)C)=O)C